NC=1N=CC=C2C=CC(=NC12)C=1C=C(C=CC1)C#C[C@@H](C)C=1SC=CN1 (R)-4-[3-(8-amino-1,7-naphthyridin-2-yl)phenyl]-2-thiazol-2-yl-but-3-yn